4-fluoro-N-{[6-fluoro-5-(propan-2-yl)pyridin-2-yl](phenyl)methyl}-1-{2-[3-(trifluoromethyl)-1H-pyrazol-1-yl]acetyl}pyrrolidine-2-carboxamide FC1CC(N(C1)C(CN1N=C(C=C1)C(F)(F)F)=O)C(=O)NC(C1=CC=CC=C1)C1=NC(=C(C=C1)C(C)C)F